tert-butyl 4-(benzyl(methyl)amino)-3-oxobutanoate C(C1=CC=CC=C1)N(CC(CC(=O)OC(C)(C)C)=O)C